F[Sb-](F)(F)(F)(F)F.C(CCC)[P+](CCCC)(CCCC)CCCC tetrabutylphosphonium hexafluoroantimonate